ClC=1C(=NC(=C(C(=O)NC2=CC(=CC=C2)[S@@](=O)NC)C1C)OC=1C(=NC(=CC1)F)C)C(F)(F)F (R)-5-chloro-2-((6-fluoro-2-methylpyridin-3-yl)oxy)-4-methyl-N-(3-(S-methylamino-sulfinyl)phenyl)-6-(trifluoromethyl)nicotinamide